1-(2-chlorophenyl)-2-(1,2,3,4-tetrazol-1-yl)ethan-1-one methyl-3-(4-bromo-5-iodo-3-thienyl)-2-[tert-butoxycarbonyl(methyl)amino]propanoate COC(C(CC1=CSC(=C1Br)I)N(C)C(=O)OC(C)(C)C)=O.ClC1=C(C=CC=C1)C(CN1N=NN=C1)=O